N=1N=CN2C1C=CC(=C2)C2=CC=C(C(=N2)OC)NC(=O)C=2C(=NOC2C)C2=CC=CC=C2 N-(6-([1,2,4]Triazolo[4,3-a]pyridin-6-yl)-2-methoxypyridin-3-yl)-5-methyl-3-phenylisoxazole-4-carboxamide